1-(2-(4-(4-chlorophenoxy)benzyl)-2,8-diazaspiro[4.5]decane-8-carbonyl)-1H-pyrazole-3-carboxylic acid ClC1=CC=C(OC2=CC=C(CN3CC4(CC3)CCN(CC4)C(=O)N4N=C(C=C4)C(=O)O)C=C2)C=C1